O1[C@@H](COC2=NC=CC=C21)CNC(=O)C2=C(C1=C(CCC3=CN(N=C13)CC1=NC(=CC=C1)C)O2)C N-[(2R)-2,3-dihydro[1,4]dioxino[2,3-b]pyridin-2-ylmethyl]-8-methyl-2-[(6-methylpyridin-2-yl)methyl]-4,5-dihydro-2H-furo[2,3-g]indazole-7-carboxamide